(4-acetylphenyl)boronic acid C(C)(=O)C1=CC=C(C=C1)B(O)O